C(C)N(C1=CC(=C(C(=O)O)C=C1)O)CC 4-(diethylamino)-2-hydroxybenzoic acid